1-(2-methoxy-4-fluoro-5-nitrophenyl)guanidine tert-Butyl-2'-(difluoromethyl)-5'-methoxy-6-(5-methyl-1,3,4-oxadiazol-2-yl)-[4,4'-bipyridine]-3-carboxylate C(C)(C)(C)C1=NC(=CC(=C1C(=O)O)C1=CC(=NC=C1OC)C(F)F)C=1OC(=NN1)C.COC1=C(C=C(C(=C1)F)[N+](=O)[O-])NC(=N)N